2-methyl-2H-indazole-5-carbaldehyde CN1N=C2C=CC(=CC2=C1)C=O